CC(CC)(CC)O 3-methylpentane-3-ol